C1(=CC=CC2=CC=CC=C12)C1=CC=NC=C1 4-naphthalenyl-pyridine